C=C(C)[C@H]1[C@H]2CC[C@@H](CN1)N2C(=O)OC(C)(C)C tert-butyl (1R,2S,5S)-2-(prop-1-en-2-yl)-3,8-diazabicyclo[3.2.1]octane-8-carboxylate